CC1=NC=C(C=N1)NC(OC[C@@H]1OC2=C(C3=C(N=C(S3)C=3C=C(C=C4C=C(C=NC34)OC)C(F)F)C=C2)OC1)=O (R)-(2-(6-(difluoromethyl)-3-methoxyquinolin-8-yl)-7,8-dihydro-[1,4]dioxino[2',3':3,4]benzo[1,2-d]thiazol-7-yl)methyl (2-methylpyrimidin-5-yl)carbamate